CP(CN1N=CC(=C1)C1=CN=C2C(=N1)N(N=N2)CC=2C=C1C=CC=NC1=CC2)(C)=O Dimethyl((4-(1-(quinolin-6-ylmethyl)-1H-[1,2,3]triazolo[4,5-b]pyrazin-6-yl)-1H-pyrazol-1-yl)methyl)phosphine Oxide